C1(CC1)C[C@@H](C1=CC(=C(C=C1)C)F)N(C=1SC(=CN1)C)CC#C N-[(1S)-2-cyclopropyl-1-(3-fluoro-4-methylphenyl)ethyl]-5-methyl-N-prop-2-ynyl-1,3-thiazol-2-amine